CC(CNCCC(=O)O)NCCC(=O)O N,N'-(1-methyl-1,2-ethanediyl)bis-β-Alanine